NC(C(=O)O)CC1=C(C(=NO1)O)Cl 2-Amino-3-(4-chloro-3-hydroxy-5-isoxazolyl)propionic acid